C1(=CC=CC=C1)[C@H](CC)NC(C(=O)O)C 2-(((S)-1-phenylpropyl)amino)propionic acid